ClC1=CC(=C(C=C1)C1(OC2=C(O1)C=CC=C2C21N(CCNC1CC2)CC2=NC1=C(N2C[C@H]2OCC2)C=C(C=C1F)C(=O)O)C)F (((2-(4-Chloro-2-fluorophenyl)-2-methylbenzo[d][1,3]dioxol-4-yl)-2,5-diazabicyclo[4.2.0]octan-2-yl)methyl)-4-fluoro-1-(((S)-oxetan-2-yl)methyl)-1H-benzo[d]imidazole-6-carboxylic acid